9-chloro-7-(difluoromethyl)-5-(2,6-difluorophenyl)-3-methyl-1-((2-(trimethylsilyl)ethoxy)methyl)-1,4,5,6-tetrahydropyrazolo[4,3-d]pyrido[4,3-f][1,3]diazepine ClC1=CC=2C3=C(NC(NC2C(=N1)C(F)F)C1=C(C=CC=C1F)F)C(=NN3COCC[Si](C)(C)C)C